N[C@@H](CC(=O)O)C(N1CC(C(C1)(F)F)(F)F)=O (3S)-3-Amino-4-oxo-4-(3,3,4,4-tetrafluoropyrrolidin-1-yl)butanoic acid